C(C)(C)(C)C=1C(=NC=CC1NC(CC1=C(C=CC(=C1)C(C)(C)C)O)=O)C(=O)N tert-butyl-4-[[2-(5-tert-butyl-2-hydroxy-phenyl)acetyl]amino]pyridine-2-carboxamide